chloroacetaldehyde 5,5-dimethyl-2-cyclopentenyl isobutyl acetal C(C(C)C)OC(CCl)OC1C=CCC1(C)C